3-methylsulfonyl-sulfolane CS(=O)(=O)C1CS(=O)(=O)CC1